1,2-diamino-5-bromo-4-methoxypyridin-1-ium 2,4,6-trimethylbenzenesulfonate CC1=C(C(=CC(=C1)C)C)S(=O)(=O)[O-].N[N+]1=C(C=C(C(=C1)Br)OC)N